2-((1-(2-cyano-7-methyl-3-(3-(1-methyl-1H-pyrazol-5-yl)-8-azabicyclo[3.2.1]octan-8-yl)quinoxalin-5-yl)ethyl)amino)benzoic acid C(#N)C1=NC2=CC(=CC(=C2N=C1N1C2CC(CC1CC2)C2=CC=NN2C)C(C)NC2=C(C(=O)O)C=CC=C2)C